CC1(OB(OC1(C)C)C=1C=C(C=CC1)C1=NOC(=N1)C1=CC(=C(C(=C1)OC)OC)OC)C 3-(3-(4,4,5,5-tetramethyl-1,3,2-dioxaborolan-2-yl)phenyl)-5-(3,4,5-trimethoxyphenyl)-1,2,4-oxadiazole